1,3,5-tris(6-isocyanatohexane-1-yl)-1,3,5-triazin-2,4,6(1h,3h,5h)-trione N(=C=O)CCCCCCN1C(N(C(N(C1=O)CCCCCCN=C=O)=O)CCCCCCN=C=O)=O